C1CC12CN(CCC2)CC2=CC1=C(C(N(C=C1C(F)(F)F)C1=CC(=CC=C1)C1(CC(C1)C)C1=NN=CN1C)=O)N2 2-((5-azaspiro[2.5]octan-5-yl)methyl)-6-(3-((1s,3s)-3-methyl-1-(4-methyl-4H-1,2,4-triazol-3-yl)cyclobutyl)phenyl)-4-(trifluoromethyl)-1,6-dihydro-7H-pyrrolo[2,3-c]pyridin-7-one